FC(C(=O)O)(F)F.FC=1C=2N(C=C(C1)NC(=O)C=1C=3C=CN=NC3C(=CC1)N1CCNCC1)C=C(N2)C N-(8-fluoro-2-methylimidazo[1,2-a]pyridin-6-yl)-8-(piperazin-1-yl)cinnoline-5-carboxamide 2,2,2-trifluoroacetate